tetrasodium (1-hydroxyethylidene) bisphosphonate P(OC(C)(O)OP([O-])=O)([O-])=O.[Na+].[Na+].[Na+].[Na+].OC(C)(OP([O-])=O)OP([O-])=O